(4-fluoro-3-nitrophenyl)-3,5-dimethyl-1,2-oxazole FC1=C(C=C(C=C1)C=1C(=NOC1C)C)[N+](=O)[O-]